(E)-3-(4-(3-amino-2-methylprop-1-en-1-yl)-1-oxoisoindolin-2-yl)piperidine-2,6-dione NC/C(=C/C1=C2CN(C(C2=CC=C1)=O)C1C(NC(CC1)=O)=O)/C